4-butanediol dimethanesulfonate CS(=O)(=O)OC(CCCO)(O)OS(=O)(=O)C